Ethyl 3-((2R,4R)-4-(((R)-2,3-Dihydro-1H-Inden-1-Yl)Amino)-5-Oxo-1-(4-(Trifluoromethyl)Phenyl)Pyrrolidin-2-Yl)Benzoate [C@H]1(CCC2=CC=CC=C12)N[C@@H]1C[C@@H](N(C1=O)C1=CC=C(C=C1)C(F)(F)F)C=1C=C(C(=O)OCC)C=CC1